(3,5-Dihexylphenyl)methyl 6-oxohexadecanoate O=C(CCCCC(=O)OCC1=CC(=CC(=C1)CCCCCC)CCCCCC)CCCCCCCCCC